3-(5,5'-Difluoro-6'-methyl-[3,4'-bipyridin]-2'-yl)-5-(3-fluorophenyl)-1,2,4-oxadiazole FC=1C=C(C=NC1)C1=CC(=NC(=C1F)C)C1=NOC(=N1)C1=CC(=CC=C1)F